2-(4-(4-(2-(2-Aminopyridin-3-yl)-3H-imidazo[4,5-b]pyridin-3-yl)benzyl)piperazine-1-carbonyl)isonicotinonitrile NC1=NC=CC=C1C1=NC=2C(=NC=CC2)N1C1=CC=C(CN2CCN(CC2)C(=O)C=2C=C(C#N)C=CN2)C=C1